N2-(4-morpholinophenyl)-N4-(morpholin-2-ylmethyl)-5-(trifluoromethyl)pyrimidine-2,4-diamine O1CCN(CC1)C1=CC=C(C=C1)NC1=NC=C(C(=N1)NCC1CNCCO1)C(F)(F)F